C1(CC1)C(C=1C=C(C(=O)NC(C)C2=NC=CN=C2C2=NC=C(C=N2)OCC(F)F)C=C(C1)C(F)(F)F)(F)F 3-[cyclopropyl(difluoro)methyl]-N-[1-[3-[5-(2,2-difluoroethoxy)pyrimidin-2-yl]pyrazin-2-yl]ethyl]-5-(trifluoromethyl)benzamide